COC(C1=NC(=CC=C1O)CCCCN1CCN(CC1)C1=CC=CC=C1)=O 3-hydroxy-6-(4-(4-phenylpiperazin-1-yl)butyl)picolinic acid methyl ester